1,3-bis(3-(4-aminophenoxy)propyl)urea NC1=CC=C(OCCCNC(=O)NCCCOC2=CC=C(C=C2)N)C=C1